CN(CC[C@H](CSC1=CC=CC=C1)NC1=C(C=C(C=C1)S(=O)(=O)NC(=O)C1(CCCCCC1)OC)[N+](=O)[O-])C (R)-N-((4-((4-(dimethylamino)-1-(phenylthio)butan-2-yl)amino)-3-nitrophenyl)sulfonyl)-1-methoxycycloheptane-1-carboxamide